(2R,3S)-N-ethyl-2-(((cis-4-(3-fluorophenyl)cyclohexyl)oxy)-methyl)-3-((methylsulfonyl)amino)piperidine-1-carboxamide C(C)NC(=O)N1[C@H]([C@H](CCC1)NS(=O)(=O)C)CO[C@@H]1CC[C@@H](CC1)C1=CC(=CC=C1)F